C(#N)C[C@H]1COCCCN1C(=O)OC(C)(C)C tert-butyl (S)-3-(cyanomethyl)-1,4-oxazepane-4-carboxylate